C1N(CC12CCOCC2)C(C)C=2C=CC(=NC2)NC2=NC=NC(=C2)NC2=NC=CC=C2S(=O)(=O)C N4-(5-(1-(7-oxa-2-azaspiro[3.5]nonan-2-yl)ethyl)pyridin-2-yl)-N6-(3-(methylsulfonyl)pyridin-2-yl)pyrimidine-4,6-diamine